BrC1=NC=C(C(=C1)/C=C(\C(=O)[O-])/O)[N+](=O)[O-] (E)-3-(2-bromo-5-nitro-4-pyridyl)-2-hydroxy-prop-2-enoate